NC=1C=C(C(=C(C1)[C@@H](C)NC1=NC(=NC2=CC(=C(C=C12)NC)C(=O)N1CCOCC1)C)F)C(F)F (R)-(4-((1-(5-amino-3-(difluoromethyl)-2-fluorophenyl)ethyl)amino)-2-methyl-6-(methylamino)quinazoline-7-yl)(morpholino)methanone